ClC1=CC(=C(C=C1OC)C1=C(C=NN1C)CO)F (5-(4-Chloro-2-fluoro-5-methoxyphenyl)-1-methyl-1H-pyrazol-4-yl)methanol